C1(CCC1)NC(=O)C1=CC2=C(N=C(S2)C2CCN(CC2)C)C(=C1)C1CC1 N-cyclobutyl-4-cyclopropyl-2-(1-methylpiperidin-4-yl)benzo[d]thiazole-6-carboxamide